CC(C)(C)NC(=O)[C@H]1N(C[C@H]2CCCC[C@H]2C1)C[C@H]([C@H](CC1=CC=CC=C1)NC([C@H](CC(=O)N)NC(=O)C1=NC2=CC=CC=C2C=C1)=O)O (2S)-N1-[(1S,2R)-3-[(3S,4aS,8aS)-3-[[(1,1-dimethylethyl)amino]carbonyl]octahydro-2(1H)-isoquinolinyl]-2-hydroxy-1-(phenylmethyl)propyl]-2-[(2-quinolinylcarbonyl)amino]-butanediamide